NC1=C(C=2C(=NC=C(C2S1)F)C=1C2=C(C=3C=NC(=NC3C1F)N1CC(CC1)N1CC(NCC1)(C)C)COC2)C#N 2-Amino-4-(3-(3-(3,3-dimethylpiperazin-1-yl)pyrrolidin-1-yl)-5-fluoro-7,9-dihydrofuro[3,4-f]quinazolin-6-yl)-7-fluorothieno[3,2-c]pyridine-3-carbonitrile